7-bromo-5-fluoro-1-oxo-2,3-dihydro-1H-indene-4-carboxylic acid BrC1=CC(=C(C=2CCC(C12)=O)C(=O)O)F